C(C1=CC(C(=O)OOOC(C)(C)C)=CC=C1)(=O)OOOC(C)(C)C di(tert-butylperoxy) isophthalate